tert-Butyl (4-(1-methyl-6-((tetrahydro-2H-pyran-4-yl)amino)-1H-pyrrolo[3,2-c]pyridin-2-yl)pyridin-2-yl)(2,2,2-trifluoroethyl)carbamate CN1C(=CC=2C=NC(=CC21)NC2CCOCC2)C2=CC(=NC=C2)N(C(OC(C)(C)C)=O)CC(F)(F)F